1-chloro-2,5-difluoro-4-iodobenzene ClC1=C(C=C(C(=C1)F)I)F